((2-((6-chloro-3-(methylcarbamoyl)pyridazin-4-yl)amino)-[1,2,4]triazolo[1,5-a]pyridin-6-yl)oxy)azetidine-1-carboxylic acid tert-butyl ester C(C)(C)(C)OC(=O)N1C(CC1)OC=1C=CC=2N(C1)N=C(N2)NC2=C(N=NC(=C2)Cl)C(NC)=O